tert-butyl (3R)-3-[2-[7-fluoro-6-(methoxymethoxy)-2-methyl-indazol-5-yl]-5-oxo-1,6-naphthyridin-6-yl]pyrrolidine-1-carboxylate FC1=C(C(=CC2=CN(N=C12)C)C1=NC=2C=CN(C(C2C=C1)=O)[C@H]1CN(CC1)C(=O)OC(C)(C)C)OCOC